COC(=O)C=1C=C(C=C(C1)C(=O)OC)P(O)(O)=O.C(CCC)N1CN(C=C1)C.C(CCC)N1CN(C=C1)C bis(1-butyl-3-methylimidazole) 3,5-bis(methoxycarbonyl)phenylphosphonate